1α,2β-Dihydroxy-3α-dimethylamino-17-iodo-androst-4,16-dien-11-one O[C@H]1[C@@H]([C@H](C=C2CC[C@H]3[C@@H]4CC=C([C@@]4(C)CC([C@@H]3[C@@]12C)=O)I)N(C)C)O